OC1=NN2C(C=CC=C2)=C1C#N 2-hydroxy-pyrazolo[1,5-a]pyridine-3-carbonitrile